3-(7-{[(4R)-8-Chloro-4-ethyl-1,1-dioxido-3,4-dihydro-2H-pyrido[2,3-b][1,4,5]oxathiazepin-2-yl]methyl}-2,3-dihydro-1H-inden-5-yl)-3-(1,4-dimethyl-1H-benzotriazol-5-yl)propanoic acid ClC1=CC2=C(O[C@@H](CN(S2(=O)=O)CC=2C=C(C=C3CCCC23)C(CC(=O)O)C2=C(C3=C(N(N=N3)C)C=C2)C)CC)N=C1